(P)-6-amino-3-(difluoromethyl)-7-(3-hydroxy-2,6-dimethyl-phenyl)benzimidazole-5-carboxamide NC=1C(=CC2=C(N=CN2C(F)F)C1C1=C(C(=CC=C1C)O)C)C(=O)N